F[C@@]1([C@H](C1)F)C=1C=C2C3(CN(C(C2=CC1)=O)CC(=O)OC)CC3 methyl 2-(6'-((1r,2s)-1,2-difluorocyclopropyl)-1'-oxo-1'H-spiro[cyclopropane-1,4'-isoquinolin]-2'(3'H)-yl)acetate